FC(O[C@@H](C)C1CC(C1)N1N=C(C2=C1CC([C@H]2O)(F)F)C(F)(F)F)F (4S)-1-[3-[(1S)-1-(difluoromethoxy)ethyl]cyclobutyl]-5,5-difluoro-3-(trifluoromethyl)-4,6-dihydro-cyclopenta[c]pyrazol-4-ol